NC1=C(C=C(C(=N1)F)C1=CN=C2N1C=C(C(=C2)OCC(C)O)S(=O)(=O)C(C)(C)C)Cl 1-((3-(6-amino-5-chloro-2-fluoropyridin-3-yl)-6-(tert-butylsulfonyl)imidazo[1,2-a]pyridin-7-yl)oxy)propan-2-ol